OC1C[C@H](N(C1)C(=O)OC(C)(C)C)C(=O)OCCCCCCCCC(=O)OC(CCCCCCCC)CCCCCCCC O1-tert-butyl O2-[9-(1-octylnonoxy)-9-oxo-nonyl] (2S)-4-hydroxypyrrolidine-1,2-dicarboxylate